C6-Cyclopropoxypicolinic acid methyl ester COC(C1=NC(=CC=C1)OC1CC1)=O